5-(3-(3-amino-1-hydroxypropyl)phenoxy)pentan-1-ol NCCC(O)C=1C=C(OCCCCCO)C=CC1